BrC1=CC=C(C=C1)N(C1=NC(=CC(=N1)OC)OC)C1=CC=C(C=C1)Br N,N-bis(4-bromophenyl)-4,6-dimethoxypyrimidin-2-amine